N-(5-(4-acetamidophenyl)thiazolo[5,4-b]pyridin-2-yl)-3-(2-fluoro-6-methoxyphenyl)isonicotinamide C(C)(=O)NC1=CC=C(C=C1)C1=CC=C2C(=N1)SC(=N2)NC(C2=C(C=NC=C2)C2=C(C=CC=C2OC)F)=O